[N+](=O)([O-])C1=C2C(N(C(C2=CC=C1)=O)C1CN(C1)C(CC)=O)=O 4-nitro-2-(1-propionylazetidin-3-yl)isoindoline-1,3-dione